FC1(CN(CC[C@H]1NC1=NN2C(C(=N1)OC)=C(C(=C2)F)C=2C=CC1=C(N(N=N1)[C@@H](CF)C)C2)C(C)=O)F 1-((R)-3,3-difluoro-4-((6-fluoro-5-(1-((R)-1-fluoropropan-2-yl)-1H-benzo[d][1,2,3]triazol-6-yl)-4-methoxypyrrolo[2,1-f][1,2,4]triazin-2-yl)amino)piperidin-1-yl)ethan-1-one